p-mentha-1,5-diene-8-ol C1(=CCC(C=C1)C(C)(C)O)C